2-(4-chlorophenoxy)-N-(1-(2-(4-chlorophenyl)cyclopropane-1-carbonyl)piperidin-4-yl)acetamide ClC1=CC=C(OCC(=O)NC2CCN(CC2)C(=O)C2C(C2)C2=CC=C(C=C2)Cl)C=C1